C1(=CC=CC=C1)C1C2C3C4C=CC(C3(C(C1)C2)C2CCCC2)C4 8-phenyl-cyclopentyl-tetracyclo[4.4.0.12,5.17,10]Dodec-3-ene